S1C=NC2=C1C(=CC=C2)C2=CC=C(C=C2)[C@H](COC(CC(C)C)=O)NC(=O)NC2=CN=C(S2)C#C (S)-1-((R)-2-(4-(benzo[d]thiazol-7-yl)phenyl)-2-(3-(2-ethynylthiazol-5-yl)-ureido)ethoxy)-3-methyl-1-oxobutan